N4-(2-hydroxypropyl)triethylenetetraamine OC(CN(CCN)CCNCCN)C